CN(C(OC(C)(C)C)=O)CC=O tertbutyl methyl(2-oxoethyl)carbamate